1,3-Dimethyl-1H-indazol-6-amine CN1N=C(C2=CC=C(C=C12)N)C